ClC1=NC=NC2=CC(=C(C=C12)OCF)OC 4-chloro-6-(fluoromethoxy)-7-methoxyquinazoline